C(CCCCCCCCCCC\C=C/CCCCCCCC)(=O)OCCCCCCCCCCCCCCCC cetyl alcohol erucate